FC=1C=CC(=C(C(=O)N(C(C)C)C(C)C)C1)I 5-Fluoro-2-iodo-N,N-diisopropylbenzamide